4-(methylamino)-1-(3-pyridyl)-1-butanone CNCCCC(=O)C=1C=NC=CC1